F\C(\C(=O)NC=1C=C2C(=NC=NC2=CC1OC)NC1=C(C=C(C(=C1)C)OC=1C=CC2=C(N=C(O2)C)C1)OC)=C\[C@@H]1N(CCC1)C (R,E)-2-fluoro-N-(7-methoxy-4-((2-methoxy-5-methyl-4-((2-methylbenzo[d]oxazole-5-yl)oxy)phenyl)amino)quinazolin-6-yl)-3-(1-methylpyrrolidin-2-yl)acrylamide